2-((S)-1-acryloyl-4-(8-fluoro-2-(((S)-1-methylpyrrolidin-2-yl)methoxy)-7-(5,6,7,8-tetrahydroisoquinoline-4-yl)pyridino[4,3-d]pyrimidin-4-yl)piperazin-2-yl)acetonitrile C(C=C)(=O)N1[C@H](CN(CC1)C=1C2=C(N=C(N1)OC[C@H]1N(CCC1)C)C(=C(N=C2)C2=CN=CC=1CCCCC21)F)CC#N